C(C1=CC=C(C(=O)N(C=O)N=O)C=C1)(=O)N(C=O)N=O terephthaloyl-bis(N-nitrosoformamide)